ClC=1C=C(C=NC1N1N=CC=N1)NC(=O)C=1C=NN(C1C(F)(F)F)C1=C(C=CC=2N1C=CN2)F N-(5-Chloro-6-(2H-1,2,3-triazol-2-yl)pyridin-3-yl)-1-(6-fluoroimidazo[1,2-a]-pyridin-5-yl)-5-(trifluoromethyl)-1H-pyrazol-4-carboxamid